(4-(5-((3,4-dichlorophenyl)difluoromethyl)-1,3,4-oxadiazol-2-yl)-2-(thiazole-5-carbonyl)-2,8-diazaspiro[4.5]decan-8-yl)((S)-2,2-dimethylcyclopropyl)methanone ClC=1C=C(C=CC1Cl)C(C1=NN=C(O1)C1CN(CC12CCN(CC2)C(=O)[C@@H]2C(C2)(C)C)C(=O)C2=CN=CS2)(F)F